COC=1C(=CC=2C(=C3C(=NC2C1)CCC3)NCC3(CNC3)O)OC 3-[({6,7-dimethoxy-1H,2H,3H-cyclopenta[b]quinolin-9-yl}amino)methyl]azetidin-3-ol